ClC1=CC=C(C(=N1)C(=O)O)N[C@H](C)C=1C=C(C=C2C(N(C(=NC12)N1CC2=CC=C(C=C2C1)F)C)=O)C (R)-6-chloro-3-((1-(2-(5-fluoroisoindolin-2-yl)-3,6-dimethyl-4-oxo-3,4-dihydroquinazolin-8-yl)ethyl)amino)picolinic acid